7-chloro-3-iodo-6-methylimidazo[1,2-b]Pyridazine ClC1=CC=2N(N=C1C)C(=CN2)I